CC1(C(OC(C1)=O)=O)C 3,3-dimethyltetrahydrofuran-2,5-dione